Cobalt(II) bis(2-ethylhexanoate) C(C)C(C(=O)[O-])CCCC.C(C)C(C(=O)[O-])CCCC.[Co+2]